C1CCC(CC1)N=C=NC2CCCCC2 N,N'-Dicyclohexyl-carbodiimide